C(C)NC=1C=C(C=CC1)C1=NN(C(C2=CC=CC=C12)=O)C1=CC=C(C=C1)C(F)(F)F 4-(3-(Ethylamino)phenyl)-2-(4-(trifluoro-methyl)phenyl)phthalazin-1(2H)-one